C(C)(C)(C)O[Sn] (t-butyloxy)tin